4-amino-7-cyclopropyl-1-(3,5-difluorophenyl)pyrido[2,3-d]pyrimidin-2(1H)-one NC=1C2=C(N(C(N1)=O)C1=CC(=CC(=C1)F)F)N=C(C=C2)C2CC2